C(C)(C)(C)OC(=O)N1[C@@H](CCC1)C1=C2CCN(CC2=CC(=C1)Cl)C1CCOCC1 (S)-2-(7-chloro-2-(tetrahydro-2H-pyran-4-yl)-1,2,3,4-Tetrahydroisoquinolin-5-yl)pyrrolidine-1-carboxylic acid tert-butyl ester